1'-benzyl-7-formyl-2H-spiro[benzofuran-3,4'-piperidine]-6-carboxylic Acid C(C1=CC=CC=C1)N1CCC2(CC1)COC1=C2C=CC(=C1C=O)C(=O)O